BrC1=CC(=C(C=C1)C1(CCC1)NS(=O)C(C)(C)C)F N-[1-(4-bromo-2-fluorophenyl)cyclobutyl]-2-methylpropane-2-sulfinamide